Bromo-acetic acid methyl ester COC(CBr)=O